FC(C(=O)[O-])(S(=O)(=O)F)F difluoro-2-fluorosulfonylacetate